isopropyl-p-tert-butylbenzoylphenylphosphinate C(C)(C)C1=C(C=CC(=C1)C(C)(C)C)P([O-])(=O)C(C1=CC=CC=C1)=O